N''-propyl-L-arginine C(CC)NC(NCCC[C@H](N)C(=O)O)=N